4-(6-(4-acrylamidophenyl)-4-aminopyrazolo[5,1-f][1,2,4]triazin-5-yl)-N-isobutyl-2-methoxybenzamide C(C=C)(=O)NC1=CC=C(C=C1)C1=NN2N=CN=C(C2=C1C1=CC(=C(C(=O)NCC(C)C)C=C1)OC)N